tert-butyl 4-(3-((1-(2-(2-((tert-butyldimethylsilyl)oxy)-ethoxy)-4-chlorophenyl)-2-oxo-2-(6-(trifluoromethoxy)indolin-1-yl)ethyl)amino)-5-methoxyphenoxy)butanoate [Si](C)(C)(C(C)(C)C)OCCOC1=C(C=CC(=C1)Cl)C(C(N1CCC2=CC=C(C=C12)OC(F)(F)F)=O)NC=1C=C(OCCCC(=O)OC(C)(C)C)C=C(C1)OC